2-(4-(5-chloro-2-propionylphenyl)-5-methoxy-2-oxopyridin-1(2H)-yl)-3-(1-cyclopropyl-1H-pyrazol-3-yl)propionic acid ClC=1C=CC(=C(C1)C1=CC(N(C=C1OC)C(C(=O)O)CC1=NN(C=C1)C1CC1)=O)C(CC)=O